CC=1C=C(CC2=NC=CC=C2)C=CC1 2-(3-methylbenzyl)pyridine